2-(6-((5-methyl-2-((1-(oxetan-3-yl)-1H-pyrazol-4-yl)amino)thieno[2,3-d]pyrimidine-4-yl)amino)pyridin-2-yl)propan-2-ol CC1=CSC=2N=C(N=C(C21)NC2=CC=CC(=N2)C(C)(C)O)NC=2C=NN(C2)C2COC2